((1,4-dioxo-3-propyl-1,4-dihydronaphthalen-2-yl)methyl)-5-fluoroisonicotinonitrile O=C1C(=C(C(C2=CC=CC=C12)=O)CCC)CC1=C(C#N)C(=CN=C1)F